BrC=1C=C(C=NC1[C@H](C)OC)N1CCN(CC1)C(=O)OCC1=CC=CC=C1 Benzyl (S)-4-(5-Bromo-6-(1-Methoxyethyl)Pyridin-3-Yl)Piperazine-1-Carboxylate